NC1=CC(=C(C(=C1)F)C1=C(C=2N=CN=C(C2N1C1=CC(=C(C=C1)O)F)NCC1=CC=C(C=C1)OC)C)F 4-(6-(4-amino-2,6-difluorophenyl)-4-((4-methoxybenzyl)amino)-7-methyl-5H-pyrrolo[3,2-d]pyrimidin-5-yl)-2-fluorophenol